4-{2-Chloro-3-[(3,5-dimethyl-1H-pyrazol-1-yl)methyl]-4-(methylsulfonyl)benzoyl}-1,3-dimethyl-1H-pyrazol-5-yl-1,3-dimethyl-1H-pyrazol-4-carboxylat ClC1=C(C(=O)C=2C(=NN(C2C2=C(C(=NN2C)C)C(=O)[O-])C)C)C=CC(=C1CN1N=C(C=C1C)C)S(=O)(=O)C